Ethyl (5S)-2-(6-ethylpyridin-3-yl)-5-methyl-6,7-dihydro-5H-pyrazolo[5,1-b][1,3]oxazine-3-carboxylate C(C)C1=CC=C(C=N1)C1=NN2C(O[C@H](CC2)C)=C1C(=O)OCC